N1C(=NC2=C1C=CC=C2)C2=CC(=NN2C)NC(=O)C=2C=CC(=NC2)N2CC1N(C(C2)C1)C(=O)OC(C)(C)C tert-butyl 3-[5-[[5-(1H-benzimidazol-2-yl)-1-methyl-pyrazol-3-yl]carbamoyl]-2-pyridyl]-3,6-diazabicyclo[3.1.1]heptane-6-carboxylate